sodium (Z)-hexadec-9-enoate C(CCCCCCC\C=C/CCCCCC)(=O)[O-].[Na+]